Platinum-vanadium [V].[Pt]